7-oxo-6,7-dihydropyrido[4,3-d]pyrimidine-8-carboxylic acid methyl ester COC(=O)C=1C(NC=C2C1N=CN=C2)=O